methyl 5-nitro-2-furancarboxylate [N+](=O)([O-])C1=CC=C(O1)C(=O)OC